Ethyl 2-((4-((R)-2-(4-chloro-2-fluorophenyl)-2H-chromen-8-yl) piperidin-1-yl) methyl)-4-methyl-1-(((S)-oxetan-2-yl) methyl)-1H-imidazole-5-carboxylate ClC1=CC(=C(C=C1)[C@@H]1OC2=C(C=CC=C2C=C1)C1CCN(CC1)CC=1N(C(=C(N1)C)C(=O)OCC)C[C@H]1OCC1)F